methyl 2-ethyl-4-(5-isopropoxy-6-methoxybenzo[b]thiophen-2-yl)-4-oxobut-2-enoate C(C)C(C(=O)OC)=CC(=O)C1=CC2=C(S1)C=C(C(=C2)OC(C)C)OC